1-(dodec-1-en-1-yloxy)dodec-1-ene 3,6-dimethylpiperazine-1-carboxylate CC1CN(C(CN1)C)C(=O)O.C(=CCCCCCCCCCC)OC=CCCCCCCCCCC